stearylamine acetate salt C(C)(=O)O.C(CCCCCCCCCCCCCCCCC)N